N-{4-methoxy-6-[(1H-pyrazol-1-yl)methyl]-1,2-benzoxazol-3-yl}-7-methylquinoline-8-sulfonamide COC1=CC(=CC2=C1C(=NO2)NS(=O)(=O)C=2C(=CC=C1C=CC=NC21)C)CN2N=CC=C2